(3-propylamino)-4-[5-(trifluoromethyl)-1,2,4-oxadiazol-3-yl]benzamide hydrochloride Cl.CCCNC1=C(C(=O)N)C=CC(=C1)C1=NOC(=N1)C(F)(F)F